tert-butyl (6aR,8R)-8-cyano-2-(3-fluoro-2-hydroxyphenyl)-6a,7,8,9-tetrahydro-pyrrolo[1',2':4,5]pyrazino[2,3-c]pyridazine-5(6H)-carboxylate C(#N)[C@@H]1C[C@H]2N(C=3C(=NN=C(C3)C3=C(C(=CC=C3)F)O)N(C2)C(=O)OC(C)(C)C)C1